NCN1CCC(C(=C1)C#C)=O 1-(Aminomethyl)-5-ethynyl-4-oxo-3,4-dihydropyridine